BrC=1C=C2C(=CC1)C(N(CC21CC1)CC(=O)NC1=NC=C(C=N1)N1N=CC=C1)=O 2-(6-bromo-1-oxospiro[3H-isoquinoline-4,1'-cyclopropane]-2-yl)-N-(5-pyrazol-1-ylpyrimidin-2-yl)acetamide